N1N=CC2=CC(=CC=C12)C1=NC=CC(=C1C(F)(F)F)CC(=O)N[C@H]1C(CCC[C@@H]1OC1CCN(CC1)C(C)C)(F)F 2-(2-(1H-indazol-5-yl)-3-(trifluoromethyl)pyridin-4-yl)-N-((1R,6S)-2,2-difluoro-6-((1-isopropylpiperidin-4-yl)oxy)cyclohexyl)acetamide